(2R,4R)-1-(3-chloro-2-fluorobenzyl)-2-methyl-4-((6-((5-methyl-1H-pyrazol-3-yl)amino)-3-(trifluoromethyl)pyridin-2-yl)methyl)piperidine-4-carboxylic acid ClC=1C(=C(CN2[C@@H](C[C@@](CC2)(C(=O)O)CC2=NC(=CC=C2C(F)(F)F)NC2=NNC(=C2)C)C)C=CC1)F